(E)-((4-methoxy-4-oxobut-2-enoyl)oxy)silver COC(/C=C/C(=O)O[Ag])=O